3-(4-(4,4,5,5-tetramethyl-1,3,2-dioxaborolan-2-yl)-3,6-dihydropyridin-1(2H)-yl)-3-(4-(trifluorometh-oxy)phenyl)-7-(trifluoromethyl)indolin-2-one CC1(OB(OC1(C)C)C=1CCN(CC1)C1(C(NC2=C(C=CC=C12)C(F)(F)F)=O)C1=CC=C(C=C1)OC(F)(F)F)C